methyl (S)-2-((2-(2,6-difluoro-4-(methylcarbamoyl)phenyl)-6-methylfurano[3,2-b]pyridin-3-yl)methyl)morpholine-4-carboxylate FC1=C(C(=CC(=C1)C(NC)=O)F)C1=C(C2=NC=C(C=C2O1)C)C[C@H]1CN(CCO1)C(=O)OC